CO[Si](CCCCN=[N+]=[N-])(OC)OC 4-(trimethoxysilyl)butyl azide